C(C=C)(=O)NC1=C(C(=O)NC2=NNC(=C2)CCC2=CC(=CC(=C2)OC)OC)C=CC(=C1)N1CC(N(C(C1)C)C)C 2-acrylamido-N-(5-(3,5-dimethoxyphenethyl)-1H-pyrazol-3-yl)-4-(3,4,5-trimethylpiperazin-1-yl)benzamide